ClC1=C(C=C(C(=O)C2NC(CC3=NN4C(C(N(CC4C(=O)NC)[C@@H](C)C4=CC=C(C=C4)OC(F)F)=O)=C32)C)C=C1)C#N |o1:23| 4-chloro-3-cyanobenzoyl-9-((S*)-1-(4-(difluoromethoxy)phenyl)ethyl)-N,3-dimethyl-10-oxo-1,2,3,4,7,8,9,10-octahydropyrido[4',3':3,4]pyrazolo[1,5-a]pyrazine-7-carboxamide